3,3-difluoro-pyrrolidine-1-carboxylate FC1(CN(CC1)C(=O)[O-])F